CC1(OB(OC1(C)C)C=1C=NN2C1CN(CC2)C(=O)OC(C)(C)C)C tert-butyl 3-(4,4,5,5-tetramethyl-1,3,2-dioxaborolan-2-yl)-6,7-dihydro-4H-pyrazolo[1,5-a]pyrazine-5-carboxylate